C1=NNC=2C1=C1C=3CCCCC3C(=NC1=CC2)C=2C=C(C#N)C=CC2 3-(8,9,10,11-Tetrahydro-3H-pyrazolo[4,3-a]phenanthridin-7-yl)benzonitrile